C(=C)C1=CC=C(C=C1)CCCC1=CC=C(C=C1)C=C 1,3-bis(p-vinylphenyl)propane